(S)-4-((3R,4R)-4-((tert-Butyldiphenylsilyl)oxy)tetrahydrofuran-3-yl)-3-methylpiperazine-1-carboxylic acid tert-butyl ester C(C)(C)(C)OC(=O)N1C[C@@H](N(CC1)[C@@H]1COC[C@@H]1O[Si](C1=CC=CC=C1)(C1=CC=CC=C1)C(C)(C)C)C